(R)-1-(3-(Isoindolin-4-ylamino)pyrrolidin-1-yl)ethan-1-one hydrochloride Cl.C1NCC2=C(C=CC=C12)N[C@H]1CN(CC1)C(C)=O